2-(4-chloro-3-fluorophenyl)-2,2-difluoroacetic acid ethyl ester C(C)OC(C(F)(F)C1=CC(=C(C=C1)Cl)F)=O